(1-(Cyano(isoquinolin-4-ylamino)methyl)cyclopropyl)carbamic acid tert-butyl ester C(C)(C)(C)OC(NC1(CC1)C(NC1=CN=CC2=CC=CC=C12)C#N)=O